O1C(=CC=C1)CNC([O-])=O (furan-2-ylmethyl)carbamate